1-{4-[(2-chlorobenzyl)oxy]phenyl}-4,4,4-trifluorobutane-1,3-dione ClC1=C(COC2=CC=C(C=C2)C(CC(C(F)(F)F)=O)=O)C=CC=C1